BrC=1C=NN(C1)C1OCCCC1 4-bromo-1-(oxan-2-yl)-1H-pyrazole